CC1=C[C@H]([C@H](CC1)C(=C)C)C1=C(C=C(C=C1O)CCC1=CC=CC=C1)O 2-((1R,6S)-3-methyl-6-(prop-1-en-2-yl)cyclohex-2-enyl)-5-phenethylbenzene-1,3-diol